C(C)(C)(C)OC(=O)N1[C@@H](CC(C1)CCOS(=O)(=O)CC1=CC=CC=C1)COCC1=CC=CC=C1 (2S)-2-((benzyloxy)methyl)-4-(2-(toluenesulfonyloxy)ethyl)pyrrolidine-1-carboxylic acid tert-butyl ester